methyl 2-(3-iodophenyl)-6,6-dimethyl-7-(methyl-amino)heptanoate IC=1C=C(C=CC1)C(C(=O)OC)CCCC(CNC)(C)C